(S)-3-(3-Methoxyazetidin-1-yl)pyrrolidine COC1CN(C1)[C@@H]1CNCC1